(tert-Butoxycarbonyl)-2,2-difluoro-1-methyl-6-azaspiro[2.5]octane-1-carboxylic acid C(C)(C)(C)OC(=O)C1C2(C(C2(C(=O)O)C)(F)F)CCNC1